Methyl pyran-6-carboxylate O1CC=CC=C1C(=O)OC